((R)-1-((S)-6-(2-cyano-4-methylpent-2-enoylamino)-2-((2S,3R)-3-hydroxy-2-isobutyrylaminobutylamino)hexanamido)-3-methylbutyl)boronic acid C(#N)C(C(=O)NCCCC[C@@H](C(=O)N[C@@H](CC(C)C)B(O)O)NC[C@@H]([C@@H](C)O)NC(C(C)C)=O)=CC(C)C